CC(CCCCCCCCC(CCCCCCCCC)O)O eicosane-2,11-diol